(2r,5s)-5-[2-(4-chloro-3-fluorophenoxy)acetamido]-2-{[2-fluoro-3-(trifluoromethyl)phenyl]carbamoyl}piperidine-1-carboxylic acid tert-butyl ester C(C)(C)(C)OC(=O)N1[C@H](CC[C@@H](C1)NC(COC1=CC(=C(C=C1)Cl)F)=O)C(NC1=C(C(=CC=C1)C(F)(F)F)F)=O